3-((5-(2-oxoethoxy)-2H-indazol-2-yl)methyl)azetidine O=CCOC1=CC2=CN(N=C2C=C1)CC1CNC1